BrC1=NN(C(=C1)C1=C(C=CC=C1)COC)C1OCCCC1 3-bromo-5-(2-(methoxymethyl)phenyl)-1-(tetrahydro-2H-pyran-2-yl)-1H-pyrazole